5-[[6-[2,4-bis(trifluoromethyl)phenyl]pyridazin-3-yl]methyl]-2-(2-fluorophenyl)imidazo[4,5-c]pyridine FC(C1=C(C=CC(=C1)C(F)(F)F)C1=CC=C(N=N1)CN1C=C2C(C=C1)=NC(=N2)C2=C(C=CC=C2)F)(F)F